(4-(cyclopropanecarbonyl)piperazin-1-yl)(6-methoxy-4-(4-methyl-1H-pyrazol-1-yl)quinolin-3-yl)methanone ruthenium [Ru].C1(CC1)C(=O)N1CCN(CC1)C(=O)C=1C=NC2=CC=C(C=C2C1N1N=CC(=C1)C)OC